2-phenylbenzimidazole C1(=CC=CC=C1)C=1NC2=C(N1)C=CC=C2